ClC=1C=C(COC=2C=C(C=CC2NS(=O)(=O)CC(F)(F)F)C2=NNC(=C2C(=O)N)NC2=NC=CN=C2)C=CC1F 3-(3-((3-chloro-4-fluorobenzyl)oxy)-4-((2,2,2-trifluoroethyl)sulfonamido)phenyl)-5-(pyrazin-2-ylamino)-1H-pyrazole-4-carboxamide